Br.FC(C=1C=C(CN)C=CC1)(F)F 3-(trifluoromethyl)benzyl-amine hydrobromide